C(C)N1N=C(C=C1C(=C(C#N)C1=CC=C(C=C1)[Si](C)(C)C)O)C (1-ethyl-3-methyl-1H-pyrazol-5-yl)-3-hydroxy-2-(4-(trimethylsilyl)phenyl)acrylonitrile